Methyl-2-(4-cyanophenyl)-4-hydroxy-5-((1-methyl-1H-pyrazol-3-yl)carbamoyl)-6-oxo-2,3-dihydropyridazine CC1N(NC(C(=C1O)C(NC1=NN(C=C1)C)=O)=O)C1=CC=C(C=C1)C#N